dihydroxy-2,5-dioxan OC1(OCCOC1)O